(1r,4r)-4-((2-(4-(2-(2-aminopyridin-3-yl)-5-phenyl-3H-imidazo[4,5-b]pyridin-3-yl)phenyl)propan-2-yl)amino)cyclohexane-1-carboxylic acid NC1=NC=CC=C1C1=NC=2C(=NC(=CC2)C2=CC=CC=C2)N1C1=CC=C(C=C1)C(C)(C)NC1CCC(CC1)C(=O)O